C1(=CC=CC=C1)CCCC(=O)O[C@@H]1[C@@](O[C@H](C1)N1C=CC2=C1N=C(N=C2N)Cl)(C#C)CO[Si](C)(C)C(C)(C)C (2R,3S,5R)-5-(4-amino-2-chloro-7H-pyrrolo[2,3-d]pyrimidin-7-yl)-2-(((tert-butyldimethylsilyl)oxy)methyl)-2-ethynyltetrahydrofuran-3-yl 4-phenylbutanoate